N1CC(C1)=C1CNC1 3,3'-biazetidinylidene